O1N=CC(=C1)C=1C=C(C=CC1)[C@@H](C(=O)O)C (2S)-2-[3-(1,2-oxazol-4-yl)phenyl]propanoic acid